Ethyl ((((1S,4R)-4-(2-amino-6-chloro-9H-purin-9-yl)cyclopent-2-en-1-yl) methoxy)(phenoxy)phosphoryl)-L-alaninate NC1=NC(=C2N=CN(C2=N1)[C@H]1C=C[C@H](C1)COP(=O)(OC1=CC=CC=C1)N[C@@H](C)C(=O)OCC)Cl